2-{4-[(azetidin-1-yl)methyl]anilino}-6-fluoro-3-phenylquinazolin-4(3H)-one N1(CCC1)CC1=CC=C(NC2=NC3=CC=C(C=C3C(N2C2=CC=CC=C2)=O)F)C=C1